P(=O)(OC=1SC=C(N1)C(=O)O)([O-])[O-] carboxythiazolyl phosphate